6-methoxy-7-(4,4,5,5-tetramethyl-1,3,2-dioxaborolan-2-yl)quinoxaline COC=1C=C2N=CC=NC2=CC1B1OC(C(O1)(C)C)(C)C